C1(CC1)C=1C(=CC(N2C(=C(SC12)C1=CC=CC=C1)C(=O)O)=O)CC1=CC=CC2=CC=CC=C12 5-cyclopropyl-4-[(1-naphthyl)methyl]-2-oxo-8-phenyl-7-thia-1-azabicyclo[4.3.0]non-3,5,8-triene-9-carboxylic acid